COC=1C=C(C=CC1)N1N=C2C=C(C=CC2=C1)N 2-(3-methoxyphenyl)-2H-indazol-6-amine